6-(6-cyclopropyl-1-(phenylsulfonyl)-1H-pyrrolo[2,3-b]pyridin-3-yl)-4-fluoro-2-methyl-1-(1-methylpiperidin-4-yl)-1H-benzo[d]imidazole C1(CC1)C1=CC=C2C(=N1)N(C=C2C=2C=C(C1=C(N(C(=N1)C)C1CCN(CC1)C)C2)F)S(=O)(=O)C2=CC=CC=C2